FC1C(C1)C(=O)NC=1N=C2N(C=C(C=C2)C2=C(C=CC3=C2N=CO3)CO)C1 2-fluoro-N-(6-(5-(hydroxymethyl)benzo[d]oxazol-4-yl)imidazo[1,2-a]pyridin-2-yl)cyclopropane-1-carboxamide